C(\C=C/CCCCCCCCCCCCCCC(=O)O)C(=O)O cis-2-heptadecene-1,17-dicarboxylic acid